1,2,3,3a,4,8b-hexahydrocyclopenta[b]indole C1CCC2NC=3C=CC=CC3C21